ClC=1C=CC2=C(C[C@@H](CC=3N2C(=NN3)[C@@H]3CC[C@H](CC3)OC3=NC=CC=C3)CNC(OC(C)(C)C)=O)C1 tert-butyl {(5S)-8-chloro-1-[trans-4-(pyridin-2-yloxy)cyclohexyl]-5,6-dihydro-4H-[1,2,4]triazolo[4,3-a][1]benzazepin-5-yl}methylcarbamate